ClC=1C=CC=C2C=C[N+](=CC12)[O-] 8-chloro-2-oxido-isoquinolin-2-ium